FC1=CC(=CC=2N(N=NC21)C2=C(C=C(C=C2)NC(CC2=C(C=CC=C2)F)=O)S(N)(=O)=O)F N-[4-(4,6-difluoro-1H-benzotriazol-1-yl)-3-sulfamoylphenyl]-2-(2-fluorophenyl)acetamide